C(C)(C)(C)C1=CC=C(C=C1)[I+]C1=CC=C(C=C1)C(C)(C)C bis-(p-tert-butylphenyl)iodonium